2-[(7-amino-4-bromo-1-oxo-isoindolin-2-yl)methyl]prop-2-enamide NC=1C=CC(=C2CN(C(C12)=O)CC(C(=O)N)=C)Br